2-(2-(Benzyloxy)-3-bromophenyl)ethyl acetate C(C)(=O)OCCC1=C(C(=CC=C1)Br)OCC1=CC=CC=C1